4-chloro-5-cyclopentyl-7H-pyrrolo[2,3-d]pyrimidine ClC=1C2=C(N=CN1)NC=C2C2CCCC2